N-(2-chloro-4-pyrimidinyl)-4-fluorobenzenesulfonamide ClC1=NC=CC(=N1)NS(=O)(=O)C1=CC=C(C=C1)F